(R)-6-chloro-3-((1-(2-(5-fluoropyridin-3-yl)-3,6-dimethyl-4-oxo-3,4-dihydroquinazolin-8-yl)ethyl)amino)-N-(methylsulfonyl)picolinamide ClC1=CC=C(C(=N1)C(=O)NS(=O)(=O)C)N[C@H](C)C=1C=C(C=C2C(N(C(=NC12)C=1C=NC=C(C1)F)C)=O)C